CS(=O)(=O)C=1C=NC=C(C(=O)NCC2=NC=C3C=CC(=NC3=C2)C2=NC(=CC=C2)N2C[C@@H]3C=4N(C[C@H](C2)C3)C(C=CC4)=O)C1 5-(methyl-sulfonyl)-N-((2-(6-((1R,5S)-8-oxo-1,5,6,8-tetrahydro-2H-1,5-methanopyrido[1,2-a][1,5]diazocin-3(4H)-yl)pyridin-2-yl)-1,6-naphthyridin-7-yl)methyl)nicotinamide